bromo-N-(2,4-dimethoxybenzyl)-3,4-dihydro-1H-pyrano[4,3-c]quinolin-5-amine BrC1OCCC=2C(=NC=3C=CC=CC3C21)NCC2=C(C=C(C=C2)OC)OC